5-propynyl-2'-deoxyuridine C(#CC)C=1C(NC(N([C@H]2C[C@H](O)[C@@H](CO)O2)C1)=O)=O